O=C1N(C(C2=NC=CN=C21)=O)C21CC3(CC(CC(C2)C3)C1)NC(=O)C1=NC=CC=C1 Pyridine-2-carboxylic acid [3-(5,7-dioxo-5,7-dihydro-pyrrolo[3,4-b]pyrazin-6-yl)-adamantan-1-yl]-amide